COC1=C(C=C(C=C1)NC1=NC(=CC(=N1)NC)C)C1=CC2=C(C=N1)C=CN2S(=O)(=O)C2=CC=C(C)C=C2 N2-(4-methoxy-3-(1-tosyl-1H-pyrrolo[3,2-c]pyridin-6-yl)phenyl)-N4,6-dimethylpyrimidine-2,4-diamine